S(=O)(=O)(OS(=O)(=O)C1=C(C=CC=C1)[N+](=O)[O-])C1=CC=C([N+](=O)[O-])C=C1 nitrobenzenesulfonyl (nosylate)